N-((S)-2,2-dicyclopropyl-1-(5-(((S)-2-oxo-4-(trifluoro-methyl)imidazolidin-1-yl)methyl)benzo[d]oxazol-2-yl)ethyl)-4-ethyl-1,2,5-oxadiazole-3-carboxamide C1(CC1)C([C@@H](C=1OC2=C(N1)C=C(C=C2)CN2C(N[C@@H](C2)C(F)(F)F)=O)NC(=O)C2=NON=C2CC)C2CC2